COC(=O)C1(CC1)N1N=C(C=C1Br)Br 1-(3,5-Dibromo-1H-pyrazol-1-yl)cyclopropane-1-carboxylic acid methyl ester